4-bromopyridine nitrogen [N].BrC1=CC=NC=C1